(1R,2S)-2-(3,4-difluorophenyl)cyclopropan-1-amine FC=1C=C(C=CC1F)[C@H]1[C@@H](C1)N